Methyl (S)-2-(4,4-difluorocyclohexyl)-2-((((1,5-dimethyl-1H-pyrazol-3-yl)meth-oxy)carbonyl)amino)-acetate FC1(CCC(CC1)[C@@H](C(=O)OC)NC(=O)OCC1=NN(C(=C1)C)C)F